nickel-molybdenum chromium [Cr].[Mo].[Ni]